C1N(CCC2=CC=CC=C12)CC(CNC(=O)C1=CC=2CN(CCC2S1)C(C)C1=CC=CC=C1)O N-(3-(3,4-dihydroisoquinolin-2(1H)-yl)-2-hydroxypropyl)-5-(1-phenylethyl)-4,5,6,7-tetrahydrothieno[3,2-c]pyridine-2-carboxamide